C(C)(=O)NC1=CC=CC=N1 6-Acetamidopyridin